(3R)-5-fluoro-3,7-dimethyl-1-[[4-methyl-6-(4-methylimidazol-1-yl)-3-pyridyl]sulfonyl]indoline FC=1C=C2[C@H](CN(C2=C(C1)C)S(=O)(=O)C=1C=NC(=CC1C)N1C=NC(=C1)C)C